O=C1N(C(=NC12COCC2)CCC)CC2=CC=C(C=C2)C=2C=C(C=CC2C#N)C2=CC=CC=C2 4''-((4-oxo-2-propyl-7-oxa-1,3-diazaspiro[4.4]non-1-en-3-yl)methyl)-[1,1':3',1''-terphenyl]-4'-carbonitrile